[4-[6-chloro-3-[1-[2-(4,4-difluoro-1-piperidyl)-6-fluoro-3-methyl-4-oxo-chromen-8-yl]ethylamino]-2-pyridyl]-2-formyl-phenyl]trifluoromethanesulfonate ClC1=CC=C(C(=N1)C1=CC(=C(C=C1)OS(=O)(=O)C(F)(F)F)C=O)NC(C)C=1C=C(C=C2C(C(=C(OC12)N1CCC(CC1)(F)F)C)=O)F